C(C1=CC=CC=C1)N1CC2=C([C@H](C1)C)C(=NO2)C(C)=O (R)-1-(6-benzyl-4-methyl-4,5,6,7-tetrahydroisoxazolo[5,4-c]pyridin-3-yl)ethan-1-one